n-pentenyl-magnesium bromide C(=CCCC)[Mg]Br